C1C(C)O1 propylene-oxide